3-(4-(2-(4-(Benzo[b]thiophen-4-yl)piperazin-1-yl)ethyl)-1-methylcyclohexyl)-1,1-dimethylurea S1C2=C(C=C1)C(=CC=C2)N2CCN(CC2)CCC2CCC(CC2)(C)NC(N(C)C)=O